C12CN(CC2C1)C1=CC=C(C(=N1)C)CN1N=C(C(=C1)C(=O)O)C(C)(C)O 1-[(6-{3-azabicyclo[3.1.0]hex-3-yl}-2-methylpyridin-3-yl)methyl]-3-(2-hydroxyprop-2-yl)-1H-pyrazole-4-carboxylic acid